P(=O)(OC(C)N1N=CC(=C1)C=1SC=C(N1)C(NC=1C(=NN(C1)C1CCC(CC1)OCC)C1=NC(=CC=C1F)F)=O)(O)[O-] 1-(4-(4-((3-(3,6-difluoropyridin-2-yl)-1-((1r,4r)-4-ethoxycyclohexyl)-1H-pyrazol-4-yl)carbamoyl)thiazol-2-yl)-1H-pyrazol-1-yl)ethyl hydrogen phosphate